(4-(3-(4-((1-(2-(4-(2-(2,6-dioxopiperidin-3-yl)-1,3-dioxoisoindolin-5-yl)piperidin-1-yl)ethyl)piperidin-4-yl)methoxy)phenoxy)-6-hydroxybenzo[b]thiophen-2-yl)phenyl)boronic acid O=C1NC(CCC1N1C(C2=CC=C(C=C2C1=O)C1CCN(CC1)CCN1CCC(CC1)COC1=CC=C(OC=2C3=C(SC2C2=CC=C(C=C2)B(O)O)C=C(C=C3)O)C=C1)=O)=O